CC1(C2CCC(C1)C2)O 2-methyl-bicyclo[2.2.1]Heptane-2-ol